tert-Butyl N-tert-butoxycarbonyl-N-[4-chloro-6-(2-cyclopropyl-6-methyl-phenyl)-5-methyl-pyrimidin-2-yl]carbamate C(C)(C)(C)OC(=O)N(C(OC(C)(C)C)=O)C1=NC(=C(C(=N1)Cl)C)C1=C(C=CC=C1C)C1CC1